BrC=1C=C(SC1Cl)C(=O)O 4-bromo-5-chlorothiophene-2-carboxylic acid